C(C)(C)(C)C1=NN(C(=C1)NC(=O)N[C@@H]1CN(C[C@H]1C1=CC=CC=C1)CCOC)C1=C(C=CC=C1)F 1-(3-tert-butyl-1-(2-fluorophenyl)-1H-pyrazol-5-yl)-3-(trans-1-(2-methoxyethyl)-4-phenylpyrrolidin-3-yl)urea